C(C)(C)(C)OC(COCCCN(S(=O)(=O)C1=C(C=CC=C1)[N+](=O)[O-])C=1C=C2C(=NN(C2=CC1)C1OCCCC1)C=1C=NC=C(C1)O)=O tert-butyl-2-[3-[[3-(5-hydroxy-3-pyridyl)-1-tetrahydropyran-2-yl-indazol-5-yl]-(2-nitrophenyl) sulfonyl-amino]propoxy]acetate